FC1=NC=C(C=C1)SC(C1=CC=CC=C1)(C1=CC=CC=C1)C1=CC=CC=C1 2-fluoro-5-[(trityl)thio]pyridine